3-[6-(trifluoromethyl)pyridin-3-yl]-2,3-dihydro-1H-imidazo[4,5-b]pyridin-2-one FC(C1=CC=C(C=N1)N1C(NC=2C1=NC=CC2)=O)(F)F